(((S)-1-(methyl-d3)pyrrolidin-2-yl)methoxy)pyridine C(N1[C@@H](CCC1)COC1=NC=CC=C1)([2H])([2H])[2H]